C(C)(C)(C)OC(C(CCC(=O)O)N1CCN(CCN(CCN(CC1)CC(OC(C)(C)C)=O)CC(OC(C)(C)C)=O)CC(=O)OC(C)(C)C)=O 5-(tert-butyloxy)-5-oxo-4-(4,7,10-Tris(2-(tert-butoxy)-2-oxoethyl)-1,4,7,10-tetraazacyclododec-1-yl)pentanoic acid